OC1=C(C=C(C(=O)OC(C)(C)C)C=C1OC)CO tert-butyl 4-hydroxy-3-(hydroxymethyl)-5-methoxybenzoate